2-(5-methoxy-1H-indol-3-yl)acetic acid COC=1C=C2C(=CNC2=CC1)CC(=O)O